ClC=1C=C2C=NCN(C2=C(C1)Cl)C(C)C=1N(N=CN1)C1=NC=CC=N1 6,8-dichloro-N-[1-(2-pyrimidin-2-yl-1,2,4-triazol-3-yl)ethyl]Quinazolin